O(C1=CC=CC=C1)C1=CC=C(C=C1)C1=CNC2=NC=CC(=C21)C2CCN(CC2)C(C=C)=O 1-(4-(3-(4-phenoxyphenyl)-1H-pyrrolo[2,3-b]pyridin-4-yl)-piperidin-1-yl)-2-propen-1-one